2-((4-(morpholinomethyl)-2-nitrophenyl)amino)-4-(phenylamino)pyrimidine-5-carbonitrile O1CCN(CC1)CC1=CC(=C(C=C1)NC1=NC=C(C(=N1)NC1=CC=CC=C1)C#N)[N+](=O)[O-]